1,3-bis[4-(3-aminophenoxy)phenyl]benzene NC=1C=C(OC2=CC=C(C=C2)C2=CC(=CC=C2)C2=CC=C(C=C2)OC2=CC(=CC=C2)N)C=CC1